3-(Quinolin-8-yl)-4-(3-sulfamoylphenylethynyl)-5-methyl-1H-pyrazole N1=CC=CC2=CC=CC(=C12)C1=NNC(=C1C#CC1=CC(=CC=C1)S(N)(=O)=O)C